tetramethyl-ethylenediamine disodium salt [Na].[Na].CN(CCN(C)C)C